C(C)(C)N.ClC1=C(OCC(=O)O)C=CC(=C1)Cl 2,4-Dichlorophenoxyacetic acid isopropylamine salt